ClC1=C(C=CC=C1)CC(=O)NC=1C=C(C(=NC1)C=1C=NC=C(C1)C(F)(F)F)S(N=CN(C)C)(=O)=O 2-(2-Chlorophenyl)-N-[3-{[(dimethylamino)methylene]sulfamoyl}-5'-(trifluoromethyl)-2,3'-bipyridin-5-yl]acetamide